2-(1-(4-(5-chloro-2-(1H-tetrazol-1-yl)phenyl)-5-fluoro-2-oxopyridin-1(2H)-yl)-2-phenylethyl)-N-(methylsulfonyl)-1H-benzo[d]imidazole-5-carboxamide ClC=1C=CC(=C(C1)C1=CC(N(C=C1F)C(CC1=CC=CC=C1)C1=NC2=C(N1)C=CC(=C2)C(=O)NS(=O)(=O)C)=O)N2N=NN=C2